6-(7-fluoro-2-methyl-2H-indazol-5-yl)-N-methyl-N-[(3-exo)-8-methyl-8-azabicyclo[3.2.1]oct-3-yl][1,3]thiazolo[4,5-c]pyridin-2-amine FC1=CC(=CC2=CN(N=C12)C)C1=CC2=C(C=N1)N=C(S2)N(C2CC1CCC(C2)N1C)C